ISOTHIAZOLE-4-BORONIC ACID S1N=CC(=C1)B(O)O